(1S,6R)-1-{5-methyl-2-[trans-4-(trifluoromethyl)cyclohexyl]pyrazolo[1,5-a]pyrimidin-7-yl}-3-azabicyclo[4.1.0]heptane-3-carboxylic acid methyl ester COC(=O)N1C[C@@]2(C[C@@H]2CC1)C1=CC(=NC=2N1N=C(C2)[C@@H]2CC[C@H](CC2)C(F)(F)F)C